4-(5-(2-((1-((6-chloropyridin-2-yl)oxy)propan-2-yl)oxy)ethyl)-1-methyl-1H-pyrazol-3-yl)-N1-methyl-2,7-naphthyridine-1,6-diamine ClC1=CC=CC(=N1)OCC(C)OCCC1=CC(=NN1C)C1=CN=C(C2=CN=C(C=C12)N)NC